(4-(3-isopropyl-2-(8-(trifluoromethyl)-[1,2,4]triazolo[1,5-a]pyridin-6-yl)-1H-indol-5-yl)piperidin-1-yl)(tetrahydrofuran-2-yl)methanone C(C)(C)C1=C(NC2=CC=C(C=C12)C1CCN(CC1)C(=O)C1OCCC1)C=1C=C(C=2N(C1)N=CN2)C(F)(F)F